6-hydroxylhexyl-phosphonic acid OCCCCCCP(O)(O)=O